(S)-3-((9-(fluoromethyl)-2-(((2R,3S)-2-hydroxypentan-3-yl)amino)-9H-purin-6-yl)amino)-N-methylpyrrolidine-1-sulfonamide FCN1C2=NC(=NC(=C2N=C1)N[C@@H]1CN(CC1)S(=O)(=O)NC)N[C@H]([C@@H](C)O)CC